ClC1=CC=C(C=C1)C1=NC2=C(N1C#CC1=CC=CC=C1)C=CC=C2 2-(4-Chlorophenyl)-1-(2-phenylethynyl)-1H-benzimidazole